3-(sulfopropyl)methacrylamide S(=O)(=O)(O)CCCC=C(C(=O)N)C